ClC=1C2C3=C(C4=CC=C(C=C4C(=C3C(C1)C2)OC2=CC=CC=C2)Cl)OC(C=C)=O 2,6-dichloro-9-acryloyloxy-10-phenoxy-1,4-dihydro-1,4-methanoanthracene